Dichlorosilacyclobutylidenebis[2-(5-methyl-2-furyl)-4-(3,5-dimethylphenyl)-5,6-dimethyl-1-indenyl]zirconium ClC1(C[Si](C1)=[Zr](C1C(=CC2=C(C(=C(C=C12)C)C)C1=CC(=CC(=C1)C)C)C=1OC(=CC1)C)C1C(=CC2=C(C(=C(C=C12)C)C)C1=CC(=CC(=C1)C)C)C=1OC(=CC1)C)Cl